ethyl 5-(4-ethynylpiperidin-1-yl)pentanoate C(#C)C1CCN(CC1)CCCCC(=O)OCC